3-(toluene-4-sulfinyl)-propionic acid tert-butyl ester C(C)(C)(C)OC(CCS(=O)C1=CC=C(C)C=C1)=O